3-(6-Fluoropyridin-3-yl)-2-[4-(thiazol-5-yl)piperidin-1-yl]-benzene-1-carbonitrile FC1=CC=C(C=N1)C=1C(=C(C=CC1)C#N)N1CCC(CC1)C1=CN=CS1